3,5-dichloro-4-[[1-(4-methylbenzenesulfonyl)indol-5-yl]oxy]aniline ClC=1C=C(N)C=C(C1OC=1C=C2C=CN(C2=CC1)S(=O)(=O)C1=CC=C(C=C1)C)Cl